2,2-dimethyl-1,1-Dioxolane CC1(OCCC1)C